2-chloro-1-pyrrolidin-1-yl-ethanone ClCC(=O)N1CCCC1